N-octadecyl-2-(3,4-dibenzyloxyphenyl)-3,7-dibenzyloxyquinolin-4-one C(CCCCCCCCCCCCCCCCC)N1C(=C(C(C2=CC=C(C=C12)OCC1=CC=CC=C1)=O)OCC1=CC=CC=C1)C1=CC(=C(C=C1)OCC1=CC=CC=C1)OCC1=CC=CC=C1